NC=1C=2N(C(=CN1)NC(C(=O)N([C@@H]1COCC3=CC(=CC=C13)C(F)(F)F)C)=O)C=NC2 (S)-N1-(8-aminoimidazo[1,5-a]pyrazin-5-yl)-N2-methyl-N2-(7-(trifluoromethyl)isochroman-4-yl)oxalamide